O1COC2=C1C=CC(=C2)C(NC(NC(COC(NCC=2SC=CC2)=O)CCCC)=O)CC(=O)[O-] 10-(1,3-benzodioxol-5-yl)-6-butyl-3,8-dioxo-1-(2-thienyl)-4-oxa-2,7,9-triazadodecan-12-oate